COC(=O)C12CCC(CC1)(C2)CCN2CC1=C(CC2)N=C(N1C)C(=O)OC methyl 5-(2-(4-(methoxycarbonyl)bicyclo[2.2.1]heptan-1-yl)ethyl)-3-methyl-4,5,6,7-tetrahydro-3H-imidazo[4,5-c]pyridine-2-carboxylate